Caproyl-Glycerin C(CCCCC)(=O)C(O)C(O)CO